(R)-N-(3-(2-((2-fluoro-3-(methylsulfonyl)phenyl)amino)-5-methylpyrimidin-4-yl)-1H-indol-7-yl)-3-methoxy-2-(4-methylpiperazin-1-yl)propanamide FC1=C(C=CC=C1S(=O)(=O)C)NC1=NC=C(C(=N1)C1=CNC2=C(C=CC=C12)NC([C@@H](COC)N1CCN(CC1)C)=O)C